BrC=1C(=C(OCCC2CC3(CC2)CCNCC3)C=CC1)C 2-(2-(3-bromo-2-methylphenoxy)ethyl)-8-azaspiro[4.5]decane